ethyl rac-(1S,3R,4S)-3-fluoro-4-(trifluoromethanesulfonyloxy)cyclopentane-1-carboxylate F[C@@H]1C[C@H](C[C@@H]1OS(=O)(=O)C(F)(F)F)C(=O)OCC |r|